3-(((2-(trimethylsilyl)ethoxy)carbonyl)amino)propanoic acid C[Si](CCOC(=O)NCCC(=O)O)(C)C